Phthalazine-8-carboxamide C1=NN=CC2=CC=CC(=C12)C(=O)N